ethyl (E)-4-[2-[2-[2-[bis(tert-butoxycarbonyl)amino]ethoxy]ethoxy]ethoxy]but-2-enoate C(C)(C)(C)OC(=O)N(CCOCCOCCOC/C=C/C(=O)OCC)C(=O)OC(C)(C)C